6-methyl-2-(nona-2,8-diyn-1-yl)-1,3,6,2-dioxazaborocan-4,8-dione CN1CC(OB(OC(C1)=O)CC#CCCCCC#C)=O